C(CCCCCCCCCCCCCCCCCCCC)(=O)N heneicosanic acid amide